C1(CC1)[C@H](C)NCC1=C2C(=NC(=C1)C(=O)NC1=CC(=CC=C1)C1(CC(C1)CC#N)C1=NN=CN1C)C(CO2)(C)C 7-({[(1S)-1-cyclopropylethyl]amino}methyl)-3,3-dimethyl-N-{3-[(1S,3S)-3-(cyanomethyl)-1-(4-methyl-1,2,4-triazol-3-yl)cyclobutyl]phenyl}-2H-furo[3,2-b]pyridine-5-carboxamide